3-carbamoyl-3-(1-methyl-1H-1,2,3-triazol-4-yl)piperidine-1-carboxylic acid benzyl ester C(C1=CC=CC=C1)OC(=O)N1CC(CCC1)(C=1N=NN(C1)C)C(N)=O